FC=1C(=C(C=CC1F)C(=O)N1CC(C1)(O)[C@@H]1NCCC1)NC1=C(C=C(C=C1)I)F (R)-1-({3,4-difluoro-2-[(2-fluoro-4-iodophenyl)amino]phenyl}carbonyl)-3-pyrrolidin-2-ylazetidin-3-ol